5-benzyl-6-methyl-6,7-dihydro-4H-triazolo[1,5-a]pyrazine C(C1=CC=CC=C1)N1CC=2N(CC1C)N=NC2